3-(N-(5-cyano-2-(3-hydroxypiperidin-1-yl)phenyl)sulfamoyl)-4-methoxybenzoic acid C(#N)C=1C=CC(=C(C1)NS(=O)(=O)C=1C=C(C(=O)O)C=CC1OC)N1CC(CCC1)O